CS(=O)(=O)C1=NC=2N(C(=N1)N)N=CC2 (methanesulfonyl)pyrazolo[1,5-a][1,3,5]triazin-4-amine